ethyl 1,3-bis(4-fluorophenyl)-2,4-dioxo-1,2,3,4-tetrahydropyrimidin-5-formate FC1=CC=C(C=C1)N1C(N(C(C(=C1)C(=O)OCC)=O)C1=CC=C(C=C1)F)=O